N1(CCCCC1)C(=O)N piperidin-1-formamide